NC(C[C@@H](C#C)NC(=O)[C@H]1N(CCC1)C(=O)C1(CC(C1)F)C1=CC=C(C=C1)Br)=O E-(2S)-N-[(1S)-1-(2-Amino-2-oxo-ethyl)prop-2-ynyl]-1-[1-(4-bromophenyl)-3-fluorocyclobutanecarbonyl]pyrrolidine-2-carboxamide